methylenebis(methylnaphthalene) C(C1=C(C=CC2=CC=CC=C12)C)C1=C(C=CC2=CC=CC=C12)C